butyl (S)-2-(5-(3-fluoropyrrolidin-1-yl)pyrazin-2-yl)-4-oxo-6,7-dihydrothiazolo[5,4-c]pyridine-5(4H)-carboxylate F[C@@H]1CN(CC1)C=1N=CC(=NC1)C=1SC=2C(N(CCC2N1)C(=O)OCCCC)=O